COC1=C(C=C(N)C=C1)OCCCN1CCOCC1 4-methoxy-3-[3-(morpholin-4-yl)propoxy]aniline